[Cl-].[Cl-].C(C)C(C(C)C)(CC)C1(C=CC=C1)[Zr+2]C1(C=CC=C1)C(C(C)C)(CC)CC bis((3-ethyl-2-methylpentan-3-yl)cyclopentadienyl)zirconium dichloride